(2S,4R)- and (2S,4S)-4-methylglutamic acid C[C@H](C[C@H](N)C(=O)O)C(=O)O |&1:1|